(2-hydroxy-3-pyridyl)-4-nitro-benzamide OC1=NC=CC=C1C1=C(C(=O)N)C=CC(=C1)[N+](=O)[O-]